2-(1-(5-((1-(methylsulfonyl)piperidin-4-yl)methoxy)-4-oxo-4H-pyran-2-yl)ethyl)-isoindoline-5-carbonitrile CS(=O)(=O)N1CCC(CC1)COC=1C(C=C(OC1)C(C)N1CC2=CC=C(C=C2C1)C#N)=O